C(C)OC(C(CC1=C(C=C(C=C1)C#N)[N+](=O)[O-])=O)=O (4-cyano-2-nitrophenyl)-2-oxopropionic acid ethyl ester